tert-Butyl 3-(6-(chloromethyl)-5-methylpyridin-2-yl)-3-(3-(difluoromethyl)-8-methyl-[1,2,4]triazolo[4,3-a]pyridin-7-yl)-2,2-dimethylpropanoate ClCC1=C(C=CC(=N1)C(C(C(=O)OC(C)(C)C)(C)C)C1=C(C=2N(C=C1)C(=NN2)C(F)F)C)C